BrC=1C=C2C(C=CNC2=CC1)=O 6-bromoquinolin-4(1H)-one